tert-butyl-dimethyl-[2-(oxetan-2-yl)ethoxy]silane C(C)(C)(C)[Si](OCCC1OCC1)(C)C